ClC1=NC=CC(=N1)C1=C(N=C(S1)C1CCN(CC1)C(=O)OC(C)(C)C)C1=C(C(=CC=C1)NC(=O)OCC=C)F tert-butyl 4-[5-(2-chloropyrimidin-4-yl)-4-(2-fluoro-3-{[(prop-2-en-1-yloxy)carbonyl]amino} phenyl)-1,3-thiazol-2-yl]piperidine-1-carboxylate